(S)-3-((3-(2-(4-chlorophenyl)-2-hydroxyethyl)-1,2,4-oxadiazol-5-yl)methyl)-5-methylpyrimidine-2,4(1h,3h)-dione ClC1=CC=C(C=C1)[C@H](CC1=NOC(=N1)CN1C(NC=C(C1=O)C)=O)O